BrC=1C=C(C(=NC1)C=O)O 5-bromo-3-hydroxypicolinaldehyde